C(#N)C=1C=C(C=C(C1)C1=NC=2C=CC3=C(C2C=C1)C1=C(S3)C(N[C@@H](CN1)C)=O)N1CCN(CC1)C(=O)OC(C)(C)C tert-butyl (R)-4-(3-cyano-5-(10-methyl-8-oxo-9,10,11,12-tetrahydro-8H-[1,4]diazepino[5',6':4,5]thieno[3,2-f]quinolin-3-yl)phenyl)piperazine-1-carboxylate